ClC1=CC=C(C=C1)[C@H](CC1=NOC(=N1)CN1C(N(C(=C(C1=O)C)C#N)C)=O)O (S)-1-((3-(2-(4-chlorophenyl)-2-hydroxyethyl)-1,2,4-oxadiazol-5-yl)methyl)-3,5-dimethyl-2,6-dioxo-1,2,3,6-tetrahydropyrimidine-4-carbonitrile